IC=1C=NC(=NC1)N1CC2(C1)CCCN(C2)C(=O)OC(C)(C)C tert-butyl 2-(5-iodopyrimidin-2-yl)-2,8-diazaspiro[3.5]nonane-8-carboxylate